C([O-])(O)=O.[Li+] lithium bicarbonate